3-(8-Amino-6-(trifluoromethyl)imidazo[1,2-a]pyrazin-3-yl)-N-(3-(fluoromethyl)bicyclo[1.1.1]pentan-1-yl)-4-methylbenzenesulfonamide trifluoroacetate salt FC(C(=O)O)(F)F.NC=1C=2N(C=C(N1)C(F)(F)F)C(=CN2)C=2C=C(C=CC2C)S(=O)(=O)NC21CC(C2)(C1)CF